2'-ethoxy-5-({2-[4-fluoro-2-(trifluoromethyl)phenyl]-2-azaspiro[4.4]nonan-7-yl}oxy)-N-[(3R)-pyrrolidin-3-yl][2,3'-bipyridine]-6-carboxamide C(C)OC1=NC=CC=C1C1=NC(=C(C=C1)OC1CC2(CCN(C2)C2=C(C=C(C=C2)F)C(F)(F)F)CC1)C(=O)N[C@H]1CNCC1